FC(OC1=C(C=O)C=CC(=C1)C1=CN(C(C(=C1C)C)=O)C)(F)F 2-(trifluoromethoxy)-4-(1,4,5-trimethyl-6-oxo-1,6-dihydropyridin-3-yl)benzaldehyde